((3R)-4-amino-3-methyl-1,3-dihydrofuro[3,4-c]quinolin-8-yl)((3R,4R)-3-(4-bromophenyl)-4-methyl-1-pyrrolidinyl)methanone NC1=NC=2C=CC(=CC2C2=C1[C@H](OC2)C)C(=O)N2C[C@H]([C@H](C2)C)C2=CC=C(C=C2)Br